2-(1,1-Difluoroethyl)-4-methylpyrimidine-5-sulfonyl chloride FC(C)(F)C1=NC=C(C(=N1)C)S(=O)(=O)Cl